FC=1C=C(CC=2C=NN(C2)C(=O)N[C@@H]2C(N(C3=C(OC2)C=CC(=C3)OCCC3CCNCC3)C)=O)C=CC1 (S)-4-(3-fluorobenzyl)-N-(5-methyl-4-oxo-7-(2-(piperidin-4-yl)ethoxy)-2,3,4,5-tetrahydrobenzo[b][1,4]oxazepin-3-yl)-1H-pyrazole-1-carboxamide